BrC1=CC=C(C=C1)C(C([2H])([2H])[2H])=O 1-(4-bromophenyl)-2,2,2-trideuterio-ethanone